BrC1=C(C=C2C(CC(OC2=C1)(C)O)=O)OCOC 7-bromo-2-hydroxy-6-(methoxymethoxy)-2-methylchroman-4-one